COC1=C(CN(C2=NC(=NN3C2=NC=C3)O[C@@H](C)CCC)CC3=C(C=C(C=C3)OC)OC)C=CC(=C1)OC (S)-N,N-bis(2,4-dimethoxybenzyl)-2-(pent-2-yloxy)imidazo[2,1-f][1,2,4]triazin-4-amine